(S)-2-diphenylphosphinoferrocene C1(=CC=CC=C1)P(C=1[CH-]C=CC1)C1=CC=CC=C1.[CH-]1C=CC=C1.[Fe+2]